2,3,6,7-tetra(2,3-dichloropropyl)naphthalene ClC(CC1=CC2=CC(=C(C=C2C=C1CC(CCl)Cl)CC(CCl)Cl)CC(CCl)Cl)CCl